COC([C@H](C)Cl)=O (S)-(-)-methyl-2-chloropropionate